{6-[4-Ethoxy-5-(1H-tetrazol-5-yl)-thiophen-2-yl]-pyrimidin-4-yl}-[2-(5-fluoro-2,7-dimethyl-benzo[b]thiophen-3-yl)-ethyl]-amine C(C)OC=1C=C(SC1C1=NN=NN1)C1=CC(=NC=N1)NCCC=1C2=C(SC1C)C(=CC(=C2)F)C